2-((4-(2,7-diazaspiro[3.5]non-2-yl)pyrimidin-5-yl)oxy)-N-(2-cyanoethyl)-5-fluoro-N-isopropylbenzamide hydrochloride Cl.C1N(CC12CCNCC2)C2=NC=NC=C2OC2=C(C(=O)N(C(C)C)CCC#N)C=C(C=C2)F